Glutaminyl-seryl-leucine N[C@@H](CCC(N)=O)C(=O)N[C@@H](CO)C(=O)N[C@@H](CC(C)C)C(=O)O